5-(3,4-dichlorophenoxy)-2-(methylsulfanyl)isonicotinonitrile ClC=1C=C(OC2=CN=C(C=C2C#N)SC)C=CC1Cl